N1CNC=C1 2,3-Dihydro-1H-imidazole